1-(2-hydroxy-3-methyl-phenyl)-1-(3-methyl-4-hydroxyphenyl)octane OC1=C(C=CC=C1C)C(CCCCCCC)C1=CC(=C(C=C1)O)C